C1(CCCCC1)OC([C@@H](NP(=O)(OC1=CC=C(C=C1)[N+](=O)[O-])N[C@H](C(=O)OC1CCCCC1)C)C)=O ((((S)-1-cyclohexyloxy-1-oxopropan-2-yl)amino)(4-nitrophenoxy)Phosphoryl)-L-alanine cyclohexyl ester